3-(cyanomethyl)-7-((3,3-difluoro-1-methylpiperidin-4-yl)amino)-1-oxidobenzo[b]thiophen C(#N)CC=1C2=C(S(C1)=O)C(=CC=C2)NC2C(CN(CC2)C)(F)F